octadeca-9,12-dien-1-yl 4-methylbenzenesulfonate CC1=CC=C(C=C1)S(=O)(=O)OCCCCCCCCC=CCC=CCCCCC